C1(CC1)C1=NC=NC(=C1C1=NC=2CCC(CC2C(=N1)NCC1=CC=C(C=C1)C=1N(C=C(N1)C(F)(F)F)C)NC)OC 2-(4-cyclopropyl-6-methoxypyrimidin-5-yl)-N6-methyl-N4-(4-(1-methyl-4-(trifluoromethyl)-1H-imidazol-2-yl)benzyl)-5,6,7,8-tetrahydroquinazoline-4,6-diamine